The molecule is a dipeptide zwitterion obtained by transfer of a proton from the carboxy to the amino terminus of Pro-Ala. Major species at pH 7.3. It has a role as a metabolite. It is a tautomer of a Pro-Ala. C[C@@H](C(=O)[O-])NC(=O)[C@@H]1CCC[NH2+]1